C(CCCCCCCCCCCCCCC(C)C)(=O)[O-].C(CCCCCCCCCCCCCCC(C)C)(=O)[O-].C(C)(C)O[Ti+2]OC(C)C diisopropoxytitanium diisostearate